pentaglycerin behenate C(CCCCCCCCCCCCCCCCCCCCC)(=O)O.OCC(O)CO.OCC(O)CO.OCC(O)CO.OCC(O)CO.OCC(O)CO